C[C@@H](CCC[C@@H](C)CCC/C(=C/CC1=C(C2=CC=CC=C2C(=C1)O)O)/C)CCCC(C)C The molecule is a member of the class of naphthalenediols that is naphthalene-1,4-diol substituted at position 2 by a phytyl group. It is a member of naphthalenediols, an olefinic compound and a naphthohydroquinone. It derives from a naphthalene-1,4-diol.